FC(COC1=NC=C(C(=N1)OCC(F)F)C1=CC(=C2C(=C(C=NC2=C1)S(=O)(=O)NC1CC1)Cl)F)F 7-(2,4-Bis(2,2-difluoroethoxy)pyrimidin-5-yl)-4-chloro-N-cyclopropyl-5-fluoroquinoline-3-sulfonamide